2-((5-bromothiazol-2-yl)amino)-3-(4-chlorobenzyl)-7-ethyl-3,7-dihydro-6H-purin-6-one BrC1=CN=C(S1)NC1=NC(C=2N(C=NC2N1CC1=CC=C(C=C1)Cl)CC)=O